FC=1C=CC=C2C=NC(=NC12)OCC(F)(F)F 8-fluoro-2-(2,2,2-trifluoroethoxy)quinazoline